2-(6-((5-chloropyridin-2-yl)amino)-2-(pyridin-3-yl)pyrimidin-4-yl)-N-methyl-2-azaspiro[4.5]decane-7-carboxamide ClC=1C=CC(=NC1)NC1=CC(=NC(=N1)C=1C=NC=CC1)N1CC2(CC1)CC(CCC2)C(=O)NC